N-(3-fluoro-4-[{2-(5-[((2-methoxyethyl)amino)methyl]pyridin-2-yl)thieno[3,2-b]pyridin-7-yl}oxy]phenyl)-2-(4-fluorophenyl)-3-oxo-2,3-dihydropyridazine-4-carboxamide FC=1C=C(C=CC1OC1=C2C(=NC=C1)C=C(S2)C2=NC=C(C=C2)CNCCOC)NC(=O)C=2C(N(N=CC2)C2=CC=C(C=C2)F)=O